1-[2-[bis(2-aminoethyl)amino]ethyl]-piperazine NCCN(CCN1CCNCC1)CCN